FC1(CN(CC1)C1CCN(CC1)C=O)F (4-(3,3-difluoropyrrolidin-1-yl)piperidin-1-yl)methanone